C(C)(C)(C)OC(=O)N1C[C@@H]2COC3=C(CN2CC1)C(=CC(=C3Cl)C3=C(C=CC=C3O)F)C#N (12aR)-10-chloro-7-cyano-9-(2-fluoro-6-hydroxyphenyl)-3,4,12,12a-tetrahydro-6H-pyrazino[2,1-c][1,4]benzoxazepine-2(1H)-carboxylic acid tert-butyl ester